C(C)C1CN(CCN1)C=1N=NC(=CN1)C1=C(C=C(C=C1)C=1C=C(C=2N(C1)C=C(N2)C)F)O 2-[3-(3-ethylpiperazin-1-yl)-1,2,4-triazin-6-yl]-5-(8-fluoro-2-methylimidazo[1,2-a]pyridin-6-yl)phenol